3-azabicyclo[3.1.0]hexan-3-carboxylat C12CN(CC2C1)C(=O)[O-]